ethyltin dineodecanoate C(CCCCCC(C)(C)C)(=O)[O-].C(CCCCCC(C)(C)C)(=O)[O-].C(C)[Sn+2]